1-(3,5,6-trimethylpyrazin-2-yl)-5-pyrazolol CC=1C(=NC(=C(N1)C)C)N1N=CC=C1O